methylmorpholine-4-carboxamide CC1N(CCOC1)C(=O)N